C(C1=CC=CC=C1)SC1=CC(=CC(=N1)C1=CNC2=CN=C(C=C21)NC(C)=O)C N-(3-(6-(benzylthio)-4-methylpyridin-2-yl)-1H-pyrrolo[2,3-c]pyridin-5-yl)acetamide